C(C)(C)(C)N1CCN(CC1)C1=C(C(=CC=C1)S(=O)(=O)C1=CC=C(C=C1)F)C(F)(F)F tert-butyl-4-(3-((4-fluorophenyl)sulfonyl)-2-(trifluoromethyl)phenyl)piperazine